1-methyl-4-(2-(6-(pyrrolidin-1-yl)quinolin-2-yl)vinyl)pyridin-1-ium iodide [I-].C[N+]1=CC=C(C=C1)C=CC1=NC2=CC=C(C=C2C=C1)N1CCCC1